CC=1C=C2C(C=C(OC2=C(C1)C(C)NC1=C(C(=O)O)C=CC=C1)N1CC(C1)(C1=CC=CC=C1)C)=O 2-[1-[6-Methyl-2-(3-methyl-3-phenyl-azetidin-1-yl)-4-oxo-chromen-8-yl]ethylamino]benzoic acid